4-(2-methylquinazolin-4-yl)piperazin CC1=NC2=CC=CC=C2C(=N1)N1CCNCC1